OCCN1N=CC=C1CN1C(C2=CC=C(C=C2C=N1)S(=O)(=O)C1=CC2=C(OCCN2C(=O)OC(C)(C)C)C=C1)=O tert-butyl 6-((2-((1-(2-hydroxyethyl)-1H-pyrazol-5-yl)methyl)-1-oxo-1,2-dihydrophthalazin-6-yl)sulfonyl)-2,3-dihydro-4H-benzo[b][1,4]oxazine-4-carboxylate